3-(5-((4-(4-fluorophenyl)piperazin-1-yl)methyl)-1-oxoisoindolin-2-yl)piperidine-2,6-dione FC1=CC=C(C=C1)N1CCN(CC1)CC=1C=C2CN(C(C2=CC1)=O)C1C(NC(CC1)=O)=O